BrC=1C=NC(=NC1)N1CCC(=CC1)C(=O)O 1-(5-bromopyrimidin-2-yl)-1,2,3,6-tetrahydropyridine-4-carboxylic acid